tert-butyl (1,3-dibromo-4,5,6,7-tetrahydrobenzo[c]thiophen-5-yl)(methyl)carbamate BrC=1SC(=C2C1CCC(C2)N(C(OC(C)(C)C)=O)C)Br